N1CCN2N=C(C=C21)C2=CN=C1C=CC(=NC1=C2)C=2C(=NNC2)C2=NC(=CC=C2)C 7-(2,3-dihydro-1H-imidazo[1,2-b]pyrazol-6-yl)-2-[3-(6-methyl-2-pyridyl)-1H-pyrazol-4-yl]-1,5-naphthyridine